Cl.C(#C[2H])C1=C2C=CC(=CC2=CC=C1F)O 5-(ethynyl-d)-6-fluoronaphthalen-2-ol hydrochloride